4-bromo-2,3,5,6-tetramethylbenzoic acid BrC1=C(C(=C(C(=O)O)C(=C1C)C)C)C